COC(=O)C12CC(C1)(C2)CN2C(N1[C@@H](CN(CC1)C(=O)OCCCC)C2)=O butyl (R)-2-((3-(methoxycarbonyl)bicyclo[1.1.1]pentan-1-yl)methyl)-3-oxohexahydroimidazo[1,5-a]pyrazine-7(1H)-carboxylate